C(C)C1=CN=C(S1)C=1C=C(C(=O)N[C@H](C)C=2C=NC(=NC2)C(F)(F)F)C=C(C1)OC[C@@H]1COCC1 3-(5-Ethyl-1,3-thiazol-2-yl)-5-[(3S)-tetrahydro-furan-3-ylmethoxy]-N-{(1R)-1-[2-(trifluoromethyl)pyrimidin-5-yl]ethyl}benzamide